6-[5-({[5-fluoro-2-(propan-2-yloxy)phenyl]methyl}carbamoyl)-6-methoxy-pyridin-3-yl]-N-methyl-1H-indazole-3-carboxamide FC=1C=CC(=C(C1)CNC(=O)C=1C=C(C=NC1OC)C1=CC=C2C(=NNC2=C1)C(=O)NC)OC(C)C